CN(C1=CC=C(C=C1)C=1N=C(C=2C=CC=NC2C1)NC)C 7-[4-(dimethylamino)phenyl]-N-methyl-1,6-naphthyridin-5-amine